C(C)(C)N(C(C)C)P(C1=CC=CC=C1)N1CCCC1 (Diisopropylamino)Pyrrolidinophenylphosphine